3-amino-3-{[3-hydroxy-1-(2-methylpropyloxy)-1-oxobutan-2-yl]carbamoyl}propanoic acid NC(CC(=O)O)C(NC(C(=O)OCC(C)C)C(C)O)=O